methyl 3-bromo-4-(4-(pyridin-3-yl) benzyl)-4H-thieno[3,2-b]pyrrole-5-carboxylate BrC1=CSC2=C1N(C(=C2)C(=O)OC)CC2=CC=C(C=C2)C=2C=NC=CC2